tetramethyl-di(trimethoxysilylethyl)disilazane tert-butyl-(1S,5R)-3-[4-[(5-cyclopropyl-1H-pyrazol-3-yl)amino]pyrimidin-2-yl]-3,6-diazabicyclo[3.2.0]heptane-6-carboxylate C(C)(C)(C)OC(=O)N1[C@H]2CN(C[C@H]2C1)C1=NC=CC(=N1)NC1=NNC(=C1)C1CC1.C[Si](N[Si](CC[Si](OC)(OC)OC)(CC[Si](OC)(OC)OC)C)(C)C